C(C)(C)C1=CC=C(C=C1)N(C=1C2=CC=CC=C2C(=C2C=CC=CC12)N(C1=CC=C(C=C1)C)C1=CC=C(C=C1)C(C)C)C1=CC=C(C=C1)C N,N'-bis(4-isopropylphenyl)-N,N'-bis(p-tolyl)anthracene-9,10-diamine